O1CC(C1)CN1CCN(CC1)C1=CC=C(N)C=C1 4-(4-(Oxetan-3-ylmethyl)piperazin-1-yl)aniline